FC=1C2=C(C(=NC1C)C)CC(C2)CO (4-fluoro-1,3-dimethyl-6,7-dihydro-5H-cyclopenta[c]pyridin-6-yl)methanol